NC1=CC=C(OCC(=O)NCC2=CC=CC=C2)C=C1 2-(4-aminophenoxy)-N-benzylacetamide